C(C)(C)(C)OC(=O)N1[C@@H](CN[C@H](C1)C)C.O=C(C)CCP(=O)CO 2-oxo-4-(hydroxymethylphosphinyl)butane (2R,5S)-tert-butyl-2,5-dimethylpiperazine-1-carboxylate